4-[(1-Methylpiperidin-4-yl)methoxy]pyridin-2-amine CN1CCC(CC1)COC1=CC(=NC=C1)N